ClC=1C(=NC(=NC1)N1C[C@H]([C@@H](CC1)NC1=CC=C2C(=NN(C2=C1)C)C1C(NC(CC1)=O)=O)C)NC=1C=C2CC(N(C2=CC1)C)=O 3-[6-[[(3R,4R)-1-[5-Chloro-4-[(1-methyl-2-oxo-indolin-5-yl)amino]pyrimidin-2-yl]-3-methyl-4-piperidyl]amino]-1-methyl-indazol-3-yl]piperidine-2,6-dione